C(C)(C)(C)OC(=O)N1CCN(C2=CC=CC(=C12)OC)C1=CC2=C(N=C(N=C2)SC)N(C1=O)C 8-methoxy-4-(8-methyl-2-methylsulfanyl-7-oxo-pyrido[2,3-d]pyrimidin-6-yl)-2,3-dihydroquinoxaline-1-carboxylic acid tert-butyl ester